N1=CN=C(C2=C1C=CO2)N2CC(C2)OC=2C=C(C(=O)NC=1C=NC=C(C1)C(F)(F)F)C=CC2C 3-((1-(furo[3,2-d]pyrimidin-4-yl)azetidin-3-yl)oxy)-4-methyl-N-(5-(trifluoromethyl)pyridin-3-yl)benzamide